1-hydroxy-3-((4-bromophenyl))-2-propanone OCC(CC1=CC=C(C=C1)Br)=O